CC(=CO)C 2-methyl-1-propenyl alcohol